C(CCCCCCCCCCCCC)N1C(=C(C(C=C1O)=O)O)C N-tetradecyl-2-methyl-3,6-dihydroxypyridin-4-one